(6E)-1-tetrahydropyran-2-yl-5-(2-tetrahydropyran-4-ylethynyl)indazol-6-carbaldehyde oxime O1C(CCCC1)N1N=CC2=CC(=C(C=C12)C=NO)C#CC1CCOCC1